NC1=CC(=NN1CC(=O)N1C[C@@]2(CC1)C1=C(NC(O2)=O)C=CC(=C1F)Cl)C1C2COCC12 (4R)-1'-(2-(5-Amino-3-(3-oxabicyclo[3.1.0]hexan-6-yl)-1H-pyrazol-1-yl)acetyl)-6-chloro-5-fluorospiro[benzo[d][1,3]oxazine-4,3'-pyrrolidin]-2(1H)-one